Cl.FC1(CN(C1)C(=O)C1=CC2=C(CNCC2)N1C)F (3,3-difluoroazetidin-1-yl)(1-methyl-4,5,6,7-tetrahydro-1H-pyrrolo[2,3-c]pyridin-2-yl)methanone hydrochloride